1-(2-aminoethyl)-5-(3,5-difluorobenzyl)-2-(4-fluorobenzyl)-1,2,4,5,6,7-hexahydro-3H-pyrazolo[4,3-c]pyridin-3-one NCCN1N(C(C=2CN(CCC21)CC2=CC(=CC(=C2)F)F)=O)CC2=CC=C(C=C2)F